IC1=C(C=CC=C1)[C@H]1[C@H](CCCC1)N(C([O-])=O)C(CCC)O 1-(2-iodophenyl)-(S)-1-hydroxybutyl-(S)-2-cyclohexylcarbamate